(S)-2-((((9H-fluoren-9-yl)methoxy)carbonyl)amino)-3-(4-((1r,4S)-4-(tert-butoxycarbonyl)cyclohexyl)phenyl)propanoic acid C1=CC=CC=2C3=CC=CC=C3C(C12)COC(=O)N[C@H](C(=O)O)CC1=CC=C(C=C1)C1CCC(CC1)C(=O)OC(C)(C)C